2,2'-bipyridyl-6,6'-dicarboxylic acid N1=C(C=CC=C1C(=O)O)C1=NC(=CC=C1)C(=O)O